C(C)C1=CC=C(C=C1)C(=O)N1CCCCC1 (4-ethylphenyl)(piperidin-1-yl)methanone